(R)-N-(3-(5-(((1-acetylpiperidin-3-yl)amino)methyl)-3'-chloro-6-methoxy-[2,4'-bipyridin]-2'-yl)-2-methylphenyl)-5-((3-hydroxyazetidin-1-yl)methyl)picolinamide C(C)(=O)N1C[C@@H](CCC1)NCC=1C=CC(=NC1OC)C1=C(C(=NC=C1)C=1C(=C(C=CC1)NC(C1=NC=C(C=C1)CN1CC(C1)O)=O)C)Cl